FC(C(C(C(C(C(C(C(C(C(C(C(C(C(C(C(F)(F)F)(F)F)(F)F)(F)F)(F)F)(F)F)(F)F)(F)F)(F)F)(F)F)(F)F)(F)F)(F)F)(F)F)(F)F)(O)F perfluoro-hexadecanol